(E)-3-(3-(pyridin-3-yl)acrylamido)propionic acid N1=CC(=CC=C1)/C=C/C(=O)NCCC(=O)O